3-(1-naphthyl)alanine ((2R,3S,4R,5R)-5-(4-benzamidopyrrolo[2,1-f][1,2,4]triazin-7-yl)-5-cyano-3,4-dihydroxytetrahydrofuran-2-yl)methyl-L-valinate C(C1=CC=CC=C1)(=O)NC1=NC=NN2C1=CC=C2[C@]2([C@@H]([C@@H]([C@H](O2)CN[C@@H](C(C)C)C(=O)O)O)O)C#N.C2(=CC=CC1=CC=CC=C21)C[C@H](N)C(=O)O